C(=O)(OC(C)(C)C)NC1CNCC1 3-Bocaminopyrrolidine